tert-butyl N-(2-{3-[(3aR,4R,6R,6aS)-6-{4-chloropyrrolo[2,3-d]pyrimidin-7-yl}-2,2-dimethyl-tetrahydro-3aH-cyclopenta[d][1,3]dioxol-4-yl]phenyl}ethyl)carbamate ClC=1C2=C(N=CN1)N(C=C2)[C@@H]2C[C@@H]([C@@H]1[C@H]2OC(O1)(C)C)C=1C=C(C=CC1)CCNC(OC(C)(C)C)=O